BrC1=C(C(C(=O)O)=C(C=C1)Cl)O 3-bromo-6-chlorosalicylic acid